2-fluorohexahydro-1H-pyrrolizine FC1CC2CCCN2C1